tert-butyl (7R)-2-cyano-7-methyl-6,7-dihydro-4H-pyrazolo[1,5-a]pyrazine-5-carboxylate C(#N)C1=NN2C(CN(C[C@H]2C)C(=O)OC(C)(C)C)=C1